2-fluoro-N-(6-(6-(fluoromethyl)-4-methylpyridin-3-yl)benzo[d]thiazol-2-yl)cyclopropane-1-carboxamide FC1C(C1)C(=O)NC=1SC2=C(N1)C=CC(=C2)C=2C=NC(=CC2C)CF